4-hydroxy-6-((((tetrahydro-2H-pyran-4-yl)methyl)amino)amino)pyrazolo[1,5-a]pyridine-3-carbonitrile OC=1C=2N(C=C(C1)NNCC1CCOCC1)N=CC2C#N